5-(2-((S)-3-((S)-5,5-dimethyltetrahydro-furan-2-yl)-3-(2-(thiophen-2-yl)ethyl)pyrrolidin-1-yl)propan-2-yl)-2-methylpyridine CC1(CC[C@H](O1)[C@@]1(CN(CC1)C(C)(C)C=1C=CC(=NC1)C)CCC=1SC=CC1)C